(5,7-diamino-6-hydroxy-7-oxoheptyl)carbamic acid phenylmethyl ester hydrochloride Cl.C1(=CC=CC=C1)COC(NCCCCC(C(C(=O)N)O)N)=O